N1-(2-(2-cyclobutylmorpholino)phenyl)-N4,N4-dimethylbenzene-1,4-disulfonamide C1(CCC1)C1OCCN(C1)C1=C(C=CC=C1)NS(=O)(=O)C1=CC=C(C=C1)S(=O)(=O)N(C)C